3-(3-chloro-6,6a,7,8,9,10-hexahydropyrazino[1,2-d]pyrido[3,2-b][1,4]oxazine-8-carbonyl)pyrrolidin ClC1=CC=2OCC3N(C2N=C1)CCN(C3)C(=O)C3CNCC3